ClC1=NC=C(C2=C1C(=C(S2)NC(OC(C)(C)C)=O)C#N)C tert-Butyl (4-chloro-3-cyano-7-methylthieno[3,2-c]pyridin-2-yl)carbamate